3-amino-5-bromopyridin NC=1C=NC=C(C1)Br